bromoisopentene BrC=CC(C)C